1-(3,6,7,8-Tetrahydro-1H-2,4-diaza-as-indacen-2-yl)-2-[1-(6-trifluoromethyl-pyridin-3-yl)-azetidin-3-yl]-ethanone C1N(CC2=NC=C3CCCC3=C12)C(CC1CN(C1)C=1C=NC(=CC1)C(F)(F)F)=O